C1(CC1)C(=O)NC1=NC=C(C(=O)OC)C(=C1)NC1=CN(C2=C1C(N(C=C2)C)=O)C Methyl 6-(cyclopropanecarboxamido)-4-((1,5-dimethyl-4-oxo-4,5-dihydro-1H-pyrrolo[3,2-c]pyridin-3-yl)amino)nicotinate